C(C)(C)(C)[S@@](=O)N[C@H]1C=2N(CCC1)N=C(C2C=2C(=CC=C1C(=C(NC21)C(=O)OC)CCC(=O)OC)Cl)C Methyl 7-((R)-4-(((R)-tert-butylsulfinyl)amino)-2-methyl-4,5,6,7-tetrahydropyrazolo[1,5-a]pyridin-3-yl)-6-chloro-3-(3-methoxy-3-oxopropyl)-1H-indole-2-carboxylate